N1C=CC2=CC=C3C(=C12)C(NC3)=O 6,7-dihydropyrrolo[3,4-g]indol-8(1H)-one